C(CCC)(=O)O[C@H]1C(O[C@@H]([C@H]1OC(CCC)=O)CO)N1CC(=CC=C1)C(N)=O 1-((3r,4r,5r)-3,4-bis(butyryloxy)-5-(hydroxymethyl)tetrahydrofuran-2-yl)-3-carbamoylpyridine